C(C)OC(=O)C1C(CCC1)=O 1-ethoxycarbonyl-2-oxocyclopentane